C(C)S(=O)(=O)NC1=C(C=C(C=C1)C1=NNC(=C1C(=O)N)NC1=NC=CN=C1)OCC1=C(C=CC=C1)F 3-(4-(ethyl-sulfonamido)-3-((2-fluorobenzyl)oxy)phenyl)-5-(pyrazin-2-ylamino)-1H-pyrazole-4-carboxamide